CC1=NC=NC=C1C(=O)NCC=1C=C2C(=C(NC2=CC1)C=1N=NC=CC1C)C 4-methyl-N-((3-methyl-2-(4-methylpyridazin-3-yl)-1H-indol-5-yl)methyl)pyrimidine-5-carboxamide